(Z)-hexadeca-13-en-11-yn-1-ylacetate C(CCCCCCCCCC#C\C=C/CC)CC(=O)[O-]